5-[1-(5-amino-2-pyridyl)-3-(trifluoromethyl)pyrazol-4-yl]-N-[3-chloro-4-(piperazine-1-carbonyl)phenyl]-1-methyl-imidazole-2-carboxamide NC=1C=CC(=NC1)N1N=C(C(=C1)C1=CN=C(N1C)C(=O)NC1=CC(=C(C=C1)C(=O)N1CCNCC1)Cl)C(F)(F)F